FC=1C=C(C=C(C1)F)C[C@@H](C(=O)OCC(CCCCCCCC)CCCCCCCC)N[P@](=O)(OC1=CC=CC=C1)OC1=C(C(=C(C(=C1F)F)F)F)F 2-octyldecyl (S)-3-(3,5-difluorophenyl)-2-(((S)-(perfluorophenoxy)(phenoxy)phosphoryl)amino)propanoate